OCC(C(=O)N)=C 2-(hydroxymethyl)acrylamide